2-nitro-4,5-bis(trifluoromethyl)aniline [N+](=O)([O-])C1=C(N)C=C(C(=C1)C(F)(F)F)C(F)(F)F